ClC=1C=CC(=C(CN2C[C@H](N(CC2)C(=O)OC=2C=NC=C(C2)C#N)C)C1)C(F)(F)F (R)-5-Cyano-pyridin-3-yl 4-(5-chloro-2-(trifluoromethyl) benzyl)-2-methyl-piperazine-1-carboxylate